4-({2-[(4-Cyanophenyl)amino]-6-(morpholine-4-carbonyl)-5H,6H,7H,8H-pyrido[4,3-d]pyrimidine-4-yl}oxy)-3,5-dimethylbenzonitrile C(#N)C1=CC=C(C=C1)NC=1N=C(C2=C(N1)CCN(C2)C(=O)N2CCOCC2)OC2=C(C=C(C#N)C=C2C)C